(S)-N-(4'-(6-(2-amino-2-oxoethyl)-2,3,9-trimethyl-6H-thieno[3,2-f][1,2,4]triazolo[4,3-a][1,4]diazepin-4-yl)-4-fluoro-[1,1'-biphenyl]-3-yl)pyrazolo[1,5-a]pyrimidine-3-carboxamide NC(C[C@H]1C=2N(C3=C(C(=N1)C1=CC=C(C=C1)C1=CC(=C(C=C1)F)NC(=O)C=1C=NN4C1N=CC=C4)C(=C(S3)C)C)C(=NN2)C)=O